5-(4-amino-5-{2-[diisopropylcarbamoyl]phenyl}pyrrolo[2,1-f][1,2,4]triazin-7-yl)-1,2,3,6-tetrahydropyridine-1-carboxylic acid tert-butyl ester C(C)(C)(C)OC(=O)N1CCC=C(C1)C1=CC(=C2C(=NC=NN21)N)C2=C(C=CC=C2)C(N(C(C)C)C(C)C)=O